Methyl 5-(3-cyanophenoxy)-1H-indole-4-carboxylate C(#N)C=1C=C(OC2=C(C=3C=CNC3C=C2)C(=O)OC)C=CC1